4-chloro-5-((triisopropylsilyl)ethynyl)quinolin-2-amine ClC1=CC(=NC2=CC=CC(=C12)C#C[Si](C(C)C)(C(C)C)C(C)C)N